ClC1=C(C=C(OCC(=O)NC2C3CN(C(C2)CC3)CC(COC3=CC(=C(C=C3)Cl)F)O)C=C1)F 2-(4-chloro-3-fluorophenoxy)-N-(2-(3-(4-chloro-3-fluorophenoxy)-2-hydroxypropyl)-2-azabicyclo[2.2.2]oct-5-yl)acetamide